3-bromo-4-hydroxy-5-methylbenzaldehyde oxime BrC=1C=C(C=NO)C=C(C1O)C